ClC=1C=C(C=CC1)N1C=2N=C3N(C(C2N=C1)=O)CCCCC3 3-(3-chlorophenyl)-3,5,6,7,8,9-hexahydro-11H-azepino[1,2-a]purin-11-one